(5-(5-(1-((5-cyclopropylthiazol-2-yl)amino)-1-oxopropan-2-yl)pyridin-3-yl)pyrazin-2-yl)acrylamide tert-butyl-4-[3-(ethoxycarbonyl)cyclobutyl]-2,6-dimethylpiperazine-1-carboxylate C(C)(C)(C)OC(=O)N1C(CN(CC1C)C1CC(C1)C(=O)OCC)C.C1(CC1)C1=CN=C(S1)NC(C(C)C=1C=C(C=NC1)C=1N=CC(=NC1)C(C(=O)N)=C)=O